3-Chloro-N-[(1R)-1-(4-fluorophenyl)-3-hydroxypropyl]-6-(naphthalen-2-yl)-4-oxo-4,5-dihydropyrazolo[1,5-a]pyrazine-2-carboxamide ClC=1C(=NN2C1C(NC(=C2)C2=CC1=CC=CC=C1C=C2)=O)C(=O)N[C@H](CCO)C2=CC=C(C=C2)F